2-[4-[[(8-chloro-7,9-dimethyl-pyrido[3',2':4,5]furo[3,2-d]pyrimidin-4-yl)amino]methyl]phenyl]propan-2-ol ClC1=C(C2=C(OC3=C2N=CN=C3NCC3=CC=C(C=C3)C(C)(C)O)N=C1C)C